CC1(OB(OC1(C)C)C=1C=2N(C=CC1)N=CC2C#N)C 4-(4,4,5,5-tetramethyl-1,3,2-dioxaborolan-2-yl)pyrazolo[1,5-a]pyridine-3-carbonitrile